C(COCC(=O)[O-])OCC(=O)[O-] 2,2'-[1,2-ethanediylbis(oxy)]diacetate